COC(N(C(F)(F)F)C1=CC=C(C=C1)N1N=C(N=C1)C1=CC(=C(C=C1)N)C)=O (4-(3-(4-amino-3-methylphenyl)-1H-1,2,4-triazol-1-yl)phenyl)(trifluoromethyl)carbamic acid methyl ester